N-((1R,2R)-2-methoxycyclobutyl)-7-(methylamino)-5-((2-oxo-1-(pyrazolo[1,5-a]pyridin-3-yl)-1,2-dihydropyridin-3-yl)amino)pyrazolo[1,5-a]pyrimidine-3-carboxamide CO[C@H]1[C@@H](CC1)NC(=O)C=1C=NN2C1N=C(C=C2NC)NC=2C(N(C=CC2)C=2C=NN1C2C=CC=C1)=O